N-(pyridin-2-yl)-2-(trifluoromethyl)benzamide malonate C(CC(=O)O)(=O)O.N1=C(C=CC=C1)NC(C1=C(C=CC=C1)C(F)(F)F)=O